OC(C=1C=C(C=CC1)C(C)=O)(C1(CNC1)C)C1=CC=C(C=C1)C(C)C 1-{3-[Hydroxy-(4-isopropyl-phenyl)-(3-methyl-azetidin-3-yl)-methyl]-phenyl}-ethanone